COC1CCC(CC1)C1=CN(C=2N=CC=3C=CC(=CC3C21)C=2C=NN(C2)C)S(=O)(=O)C2=CC=C(C)C=C2 1-(4-methoxycyclohexyl)-8-(1-methyl-1H-pyrazol-4-yl)-3-tosyl-3H-pyrrolo[2,3-c]isoquinoline